ClC=1C=NC(=NC1)CN1C(=NC(=C1Cl)Cl)C1=CC=C(C=C1)C(F)(F)F 5-CHLORO-2-[[4,5-DICHLORO-2-[4-(TRIFLUOROMETHYL)PHENYL]IMIDAZOL-1-YL]METHYL]PYRIMIDINE